(3-chloro-6-(4,4-difluorobutyl)pyrazin-2-yl)piperidine-4-carboxylic acid ethyl ester C(C)OC(=O)C1CCN(CC1)C1=NC(=CN=C1Cl)CCCC(F)F